S-Sulfo-L-cysteine S(=O)(=O)(O)SC[C@H](N)C(=O)O